[Na].NC1CCN(CC1)CC1CCN(CC1)C1=C(C=C(NC2C(NC(CC2)=O)=O)C=C1)F 3-[4-[4-[(4-amino-1-piperidyl)methyl]-1-piperidyl]-3-fluoro-anilino]piperidine-2,6-dione Sodium